2-chloro-6-[(2R)-3-(3,4-dihydro-1H-isoquinolin-2-yl)-2-hydroxy-propyl]-7,8-dihydro-1,6-naphthyridin-5-one ClC1=NC=2CCN(C(C2C=C1)=O)C[C@@H](CN1CC2=CC=CC=C2CC1)O